BrCC=1C(=C(N)C=CC1)C 3-(Bromomethyl)-2-methylaniline